Cl.COC1=C2C3C=CC(C2=CC=C1)N3C(C)C 3-methoxy-11-(prop-2-yl)-11-azatricyclo[6.2.1.02,7]Undecane-2,4,6,9-tetraene hydrochloride